BrC=1NC(=C(N1)C(F)(F)F)C(=O)OCC ethyl 2-bromo-4-(trifluoromethyl)-1H-imidazole-5-carboxylate